methyl 5-(3,4-dihydro-2H-pyrido[4,3-b][1,4]oxazin-7-yl)picolinate O1C2=C(NCC1)C=NC(=C2)C=2C=CC(=NC2)C(=O)OC